NCC1=CC=C(C=C1)N1N=C(C=C1)N1CCN(CC1)C(=O)OC(C)(C)C tert-Butyl 4-(1-(4-(aminomethyl)phenyl)-1H-pyrazol-3-yl)piperazine-1-carboxylate